6-((4-(benzyloxy)-2-methylphenyl)amino)-1-cyclopentyl-3-methyl-1,3-dihydro-2H-imidazo[4,5-c]pyridin-2-one C(C1=CC=CC=C1)OC1=CC(=C(C=C1)NC1=CC2=C(C=N1)N(C(N2C2CCCC2)=O)C)C